2-[[4-[5-(oxetan-3-ylmethoxy)-2-(2H-tetrazol-5-yl)phenyl]piperazin-1-yl]-methyl]-1,3-benzo-thiazole O1CC(C1)COC=1C=CC(=C(C1)N1CCN(CC1)CC=1SC2=C(N1)C=CC=C2)C=2N=NNN2